2-({8-methoxy-7-[3-(pyrrolidin-1-yl)propoxy]-1H,2H,3H-cyclopenta[c]quinolin-4-yl}amino)-3-methylbutanoic acid COC1=CC=2C3=C(C(=NC2C=C1OCCCN1CCCC1)NC(C(=O)O)C(C)C)CCC3